(S)-6-chloro-4-(cyclopropylethynyl)-4-(1,1-difluoroethyl)-7-((4-(methoxymethyl)-6-oxopyrimidin-1(6H)-yl)methyl)-1,4-dihydro-2H-benzo[d][1,3]oxazin-2-one ClC1=CC2=C(NC(O[C@@]2(C(C)(F)F)C#CC2CC2)=O)C=C1CN1C=NC(=CC1=O)COC